FC1=CC=C(C=C1)C=1C(=NC=CC1)NC1=CC=C(C=C1)C1=NN=C(S1)NC(C)=O N-[5-(4-{[3-(4-fluorophenyl)pyridin-2-yl]amino}phenyl)-1,3,4-thiadiazol-2-yl]acetamide